(1S,2S)-N-(6-(5-chloro-6-fluoro-7-(2,2,2-trifluoro-1-methoxyethyl)-1H-indazol-4-yl)imidazo[1,2-a]pyridin-2-yl)-2-fluorocyclopropane-1-carboxamide ClC=1C(=C2C=NNC2=C(C1F)C(C(F)(F)F)OC)C=1C=CC=2N(C1)C=C(N2)NC(=O)[C@H]2[C@H](C2)F